N-(2-(5-(2-acetamidopyridin-4-yl)-2-(methylthio)-1H-imidazol-4-yl)phenyl)-3-hydroxybenzamide C(C)(=O)NC1=NC=CC(=C1)C1=C(N=C(N1)SC)C1=C(C=CC=C1)NC(C1=CC(=CC=C1)O)=O